ethyl 1-(4-bromo-2,6-difluorobenzyl)-8-methoxy-2-oxo-1,2-dihydropyrazino[2,3-c][1,8]naphthyridine-3-carboxylate BrC1=CC(=C(CN2C(C(=NC=3C=NC=4N=C(C=CC4C32)OC)C(=O)OCC)=O)C(=C1)F)F